The molecule is a hydroxycalciol that consists of vitamin D3 (calciol) carrying an additional hydroxy group at position 20 with S-configuration. It has a role as a human metabolite. It is a hydroxycalciol, a diol and a member of D3 vitamins. CC(C)CCC[C@@](C)([C@H]1CC[C@@H]\\2[C@@]1(CCC/C2=C\\C=C/3\\C[C@H](CCC3=C)O)C)O